Cl.[C@H]12N(C[C@H](NC1)C2)C(C(C)(C)OC=2C=C1CCN(CC1=CC2)C(=O)C2=CC=C(C=C2)C2=CC=C(C=C2)C(C)C)=O 1-((1R,4R)-2,5-diazabicyclo[2.2.1]heptane-2-yl)-2-((2-(4'-isopropyl-[1,1'-biphenyl]-4-carbonyl)-1,2,3,4-tetrahydroisoquinolin-6-yl)oxy)-2-methylpropan-1-one hydrochloride